(2,9-dimethyl)1,10-phenanthroline CC1=NC2=C3N=C(C=CC3=CC=C2C=C1)C